C(C)(C)(C)C=1C=C(CN2C(N(C(N(C2=O)CC2=CC(=C(C(=C2)C(C)(C)C)O)C(C)(C)C)=O)CC2=CC(=C(C(=C2)C(C)(C)C)O)C(C)(C)C)=O)C=C(C1O)C(C)(C)C 1,3,5-tris(3,5-ditertiarybutyl-4-hydroxybenzyl)1,3,5-triazine-2,4,6(1H,3H,5H)-trione